(3S,4S)-3-ethyl-4-[(1S,5R,7S,8R,9R,E)-8-hydroxy-1,3,5,7,9-pentamethyl-6-oxo-3-undecenyl]-2-oxolanone C(C)[C@@H]1C(OC[C@H]1[C@H](C\C(=C\[C@H](C([C@H]([C@@H]([C@@H](CC)C)O)C)=O)C)\C)C)=O